8-(2-fluoro-4-(2-morpholinoethoxy)phenyl)-N-(4-morpholinophenyl)quinazolin-2-amine FC1=C(C=CC(=C1)OCCN1CCOCC1)C=1C=CC=C2C=NC(=NC12)NC1=CC=C(C=C1)N1CCOCC1